N-(beta-chloroethyl)-gamma-aminopropyl-triethoxysilane ClCCNCCC[Si](OCC)(OCC)OCC